2-[2-[(1S,4aS,5S,8aS)-5-(3-hydroxy-3-methyl-butyl)-1-methyl-3,4,4a,5,6,7,8,8a-octahydro-1H-isoquinolin-2-yl]-2-oxo-ethyl]-3-chloro-4-methoxy-benzonitrile OC(CC[C@H]1[C@@H]2CCN([C@H]([C@H]2CCC1)C)C(CC1=C(C#N)C=CC(=C1Cl)OC)=O)(C)C